COC1=NC(=NN2C1=C(C=C2)C=2C=C1C=CC=NC1=CC2)NC2CC(C2)(C(=O)NC)C trans-3-((4-Methoxy-5-(quinolin-6-yl)pyrrolo[2,1-f][1,2,4]triazin-2-yl)amino)-N,1-dimethylcyclobutane-1-carboxamide